triethylamine bisborate B(O)(O)O.B(O)(O)O.C(C)N(CC)CC